BrC=1C=NC(=NC1)OCC 5-bromo-2-ethoxy-pyrimidine